Cl.C(C)NN ethylhydrazine HCl